P(=O)([O-])([O-])O.O=C1C(O)=C(O)[C@H](O1)[C@@H](O)CO.[K+].[K+] dipotassium L-ascorbic acid phosphate